NC1=CC=C(C(=O)OC2=CC(=CC=C2)OC(C2=CC=C(C=C2)N)=O)C=C1 1,3-phenylene bis(4-aminobenzoate)